ClC(C(=O)[O-])CCCCCC\C=C/CCCCCCCC.[Na+].FC1=C(C(=CC(=C1)N1C(C[C@H](C1)NC=1OC(=NN1)C1CC2(C1)CCC2)=O)F)C2C(N(C(CC2)=O)CO)=O 3-(2,6-difluoro-4-((R)-2-oxo-4-((5-(spiro[3.3]heptan-2-yl)-1,3,4-oxadiazol-2-yl)amino)pyrrolidin-1-yl)phenyl)-1-(hydroxymethyl)piperidine-2,6-dione sodium chlorooleate